3,3'-[isopropylidenebis(p-phenyleneoxy)]bis(2-hydroxypropane) C(C)(C)(C1=CC=C(C=C1)OCC(C)O)C1=CC=C(C=C1)OCC(C)O